NC=1C2=C(N=CN1)N(C=C2)C2(C1(CC1CC2O)CCC2=CC=C1C=CC(=NC1=C2)NC)O 4-Amino-7H-pyrrolo[2,3-d]pyrimidin-7-yl-1-(2-(2-(methylamino)quinolin-7-yl)ethyl)bicyclo[3.1.0]hexane-2,3-diol